6-fluoro-8-hydroxy-1-methyl-4-carbonyl-1,4-dihydroquinoline-2-carboxylic acid methyl ester COC(=O)C=1N(C2=C(C=C(C=C2C(C1)=C=O)F)O)C